ClC=1N=CC(=C2C1N(N=C2)COCC[Si](C)(C)C)C=2C=NN(C2)C2OCCCC2 4-(7-chloro-1-[[2-(trimethylsilyl)ethoxy]methyl]pyrazolo[3,4-c]pyridin-4-yl)-1-(oxan-2-yl)pyrazole